2-((3-bromo-8-chloroquinolin-6-yl)oxy)-N-(2-(pyrimidin-2-yl)propan-2-yl)butanamide BrC=1C=NC2=C(C=C(C=C2C1)OC(C(=O)NC(C)(C)C1=NC=CC=N1)CC)Cl